O[C@@H](CO)[C@@H]1OC(C(=C1)O)=O (2R)-2-[(1S)-1,2-dihydroxyethyl]-4-hydroxy-5-oxo-2H-furan